ClCC(=O)N1CCCC1 N-(2-chloroacetyl)tetrahydropyrrole